CC1C(CC(CC1)C)C 1,2,4-trimethylcyclohexane